N-(3-(5-(2-acetamidopyridin-4-yl)-2-(methylthio)-1-((2-(trimethylsilyl)ethoxy)methyl)-1H-imidazol-4-yl)phenyl)-1-naphthamide C(C)(=O)NC1=NC=CC(=C1)C1=C(N=C(N1COCC[Si](C)(C)C)SC)C=1C=C(C=CC1)NC(=O)C1=CC=CC2=CC=CC=C12